5-bromo-2-ethyl-2,3-dihydro-1H-indene BrC=1C=C2CC(CC2=CC1)CC